3-[4-[[1-(4-tert-butoxycarbonylphenyl)-4-piperidinyl]methyl]-1-piperidinyl]bicyclo[1.1.1]pentane-1-carboxylic acid C(C)(C)(C)OC(=O)C1=CC=C(C=C1)N1CCC(CC1)CC1CCN(CC1)C12CC(C1)(C2)C(=O)O